OC1=C(C=CC(=C1)C=1C=NNC1)C=1N=CC(=NC1)C(C#N)C1CC(NC(C1)(C)C)(C)C 2-(5-(2-hydroxy-4-(1H-pyrazol-4-yl)phenyl)pyrazin-2-yl)-2-(2,2,6,6-tetramethylpiperidin-4-yl)acetonitril